ClC=1C(=NC(=NC1C)C1=CC=C(C=C1)OC)O 5-Chloro-2-(4-methoxyphenyl)-6-methylpyrimidin-4-ol